ClC1=CC2=C(N(C=CN2C)C2CCN(CC2)CC2=CC=CC3=CC=CC=C23)N=C1 7-chloro-1-methyl-4-(1-(naphthalen-1-ylmethyl)piperidin-4-yl)-1,4-dihydropyrido[2,3-b]pyrazine